NC=1N=CC2=CC(=CC=C2C1)C1=CC(=NN1C)NC(CC1=CC(=C(C=C1)CN1CCN(CC1)C)C(F)(F)F)=O N-(5-(3-aminoisoquinolin-7-yl)-1-methyl-1H-pyrazol-3-yl)-2-(4-((4-methylpiperazin-1-yl)methyl)-3-(trifluoromethyl)phenyl)acetamide